2-trifluoromethyl-3-iodo-5-bromo-1-[[2-(trimethylsilyl)ethoxy]methyl]-1H-indole FC(C=1N(C2=CC=C(C=C2C1I)Br)COCC[Si](C)(C)C)(F)F